C(C)(C)(C)OC(=O)N1[C@@H]([C@H]2[C@H](C1)C[C@@H](CCO2)CC(C)C)C(=O)O (4S,5aS,8S,8aR)-7-(tert-butoxycarbonyl)-4-isobutyloctahydro-2H-oxepino[2,3-c]pyrrole-8-carboxylic acid